(2R,4aR,7R)-7-((bis(methyl-d3)amino)methyl)-12-chloro-10-fluoro-11-(2-fluoro-6-hydroxyphenyl)-2-Methyl-2,3,4,4a,6,7-hexahydro-8-oxa-3,5a,9,13c-tetraazanaphtho[3,2,1-de]anthracene C([2H])([2H])([2H])N(C([2H])([2H])[2H])C[C@H]1OC=2N=C3C(=C(C(=CC3=C3C2N(C1)C[C@H]1CN[C@@H](CN13)C)Cl)C1=C(C=CC=C1O)F)F